3-((1',5,5'-trimethyl-4-nitro-1'H-[1,4'-bipyrazol]-3-yl)oxy)propan-1-ol CN1N=CC(=C1C)N1N=C(C(=C1C)[N+](=O)[O-])OCCCO